NC=1SCC2(N1)COCC1=CC=C(C=C12)NS(=O)(=O)C1=CC=C(C=C1)Cl N-(2'-amino-5'H-spiro[isochroman-4,4'-thiazol]-6-yl)-4-chlorobenzenesulfonamide